cis-3-(difluoromethyl)-1-(2-(2-methyl-2H-pyrazolo[3,4-b]pyridin-5-yl)thieno[2,3-d]pyrimidin-6-yl)cyclobutanol FC(C1CC(C1)(O)C1=CC2=C(N=C(N=C2)C2=CC=3C(N=C2)=NN(C3)C)S1)F